BrCC(=O)C1=CC=C(OCC(=O)OCC)C=C1 ethyl [4-(bromoacetyl)phenoxy]acetate